(1r,3r)-3-((4-cyano-3-methoxyphenoxy)-2,2,4,4-tetramethylcyclobutyl)-5-(4-formylpiperidin-1-yl)pyrazine C(#N)C1=C(C=C(OC2(C(CC2(C)C)(C)C)C=2C=NC=C(N2)N2CCC(CC2)C=O)C=C1)OC